CN1[C@@H](C2=CC=C(C=C2CC1)C1=C(C=CC=C1)C)CNC1=C(C(=O)O)C=CN=C1 (S)-3-(((2-methyl-6-(o-tolyl)-1,2,3,4-tetrahydroisoquinolin-1-yl)methyl)amino)isonicotinic acid